L-aspartate copper [Cu+2].N[C@@H](CC(=O)[O-])C(=O)[O-]